ClC=1C(=NC=2CN(CCC2C1)C(=O)OC(C)(C)C)OCC1=C(C=C(C=C1F)Cl)F tert-butyl 3-chloro-2-((4-chloro-2,6-difluorobenzyl) oxy)-5,8-dihydro-1,7-naphthyridine-7(6H)-carboxylate